ClC1=C(OC=2C=C3C(=NN(C3=CC2)COCC[Si](C)(C)C)C)C(=CC(=C1)B1OC(C(O1)(C)C)(C)C)Cl 5-(2,6-dichloro-4-(4,4,5,5-tetramethyl-1,3,2-dioxaborolan-2-yl)phenoxy)-3-methyl-1-((2-(trimethylsilyl)ethoxy)methyl)-1H-indazole